BrC=1C(=NN(N1)C)C1(CC2CC(CC2C1)C=1N=CN(C1C(=O)NC1=CC(=C(C=C1)F)Cl)C)O 4-(5-(5-bromo-2-methyl-2H-1,2,3-triazol-4-yl)-5-hydroxyoctahydropentalen-2-yl)-N-(3-chloro-4-fluorophenyl)-1-methyl-1H-imidazole-5-carboxamide